spiro[3H-1,3-benzoOxazine-2,1'-cyclobutane]-4-one C12(CCC1)OC1=C(C(N2)=O)C=CC=C1